dioctyltin bis(monoethyl maleate) C(C)/C(/C(=O)[O-])=C/C(=O)[O-].C(C)/C(/C(=O)[O-])=C/C(=O)[O-].C(CCCCCCC)[Sn+4]CCCCCCCC